FC1=C(C(=CC(=C1)OCCN1CC(C1)CF)F)[C@@H]1N([C@H](CC2=C1NC1=CC=CC=C21)CO)CC(C)(C)F ((1S,3R)-1-(2,6-difluoro-4-(2-(3-(fluoromethyl)azetidin-1-yl)ethoxy)phenyl)-2-(2-fluoro-2-methylpropyl)-2,3,4,9-tetrahydro-1H-pyrido[3,4-b]indol-3-yl)methanol